C(C)(=O)OC1=C2CC=CCC2=CC2=CC=CC=C12 10-acetoxy-1,4-dihydroanthracene